4-(3-(bicyclo[1.1.1]pentan-1-yl)-1-((3,3-difluoro-1-methylcyclobutyl)methyl)-4-(trifluoromethyl)-1H-pyrazole-5-carboxamido)-2-sulfamoylpyridine 1-oxide C12(CC(C1)C2)C2=NN(C(=C2C(F)(F)F)C(=O)NC2=CC(=[N+](C=C2)[O-])S(N)(=O)=O)CC2(CC(C2)(F)F)C